3-(1H-indazol-6-yl)-6-(4-(2-methoxyethyl)piperazin-1-yl)imidazo[1,2-b]pyridazine N1N=CC2=CC=C(C=C12)C1=CN=C2N1N=C(C=C2)N2CCN(CC2)CCOC